N(=[N+]=[N-])CC1=CC=C(C=C1)[SH4]OOC [4-(azidomethyl)phenyl](methyl)dioxy-lambda6-sulfane